NC1=NC=NN2C1=C(C=C2C=2C=CC(=C(C(=O)N[C@@H]1CN(C[C@@H]1F)C(C(CC)(C(F)(F)F)O)=O)C2)OC(F)F)C(F)(F)F 5-[4-amino-5-(trifluoromethyl)pyrrolo[2,1-f][1,2,4]triazin-7-yl]-2-(difluoromethoxy)-N-[(3R,4S)-4-fluoro-1-[2-hydroxy-2-(trifluoromethyl)butanoyl]pyrrolidin-3-yl]benzamide